C(CCCCCCCCCC)C1=CC=C(C=C1)C1=NOC(=N1)[C@H]1CN(CC1)C(=O)OC(C)(C)C tert-butyl (R)-3-(3-(4-undecylphenyl)-1,2,4-oxadiazol-5-yl)pyrrolidine-1-carboxylate